C(C)(C)(C)OC(=O)N1CC(N(CC1)C1=CC(=CC=C1)C=1C(=C2C(=NC1)NC=C2CC)Cl)=O 4-(3-(4-chloro-3-ethyl-1H-pyrrolo[2,3-b]pyridin-5-yl)phenyl)-3-oxopiperazine-1-carboxylic acid tert-butyl ester